Cl.Cl.C(CCCCCC(=O)OC)(=O)OC dimethyl pimelate dihydrochloride